C1(CCCCC1)CO[C@@H]([C@@H](C(N1CCCCC1)=O)C1N(CC12CN(CC2C(=O)N)C2=C1C=CNC1=CC=C2)C(=O)[C@@H]2C(C2)(C)C)C ((2s,3R)-3-(cyclohexylmethoxy)-1-oxo-1-(piperidin-1-yl)butan-2-yl)-2-((S)-2,2-dimethylcyclopropanecarbonyl)-6-(1H-indol-4-yl)-2,6-diazaspiro[3.4]octane-8-carboxamide